C(C)(C)(C)OC(=O)N1CC2CN(CC2C1)C1=CC=C(C=C1)F tert-butyl-5-(4-fluorophenyl)hexahydropyrrolo[3,4-c]pyrrole-2(1H)-carboxylate